CN1C2=C(C3=C1C(N(N=C3)CC=3C=C(C=CC3)NC(OC(C)(C)C)=O)=O)CCN(C2)S(=O)(=O)C tert-butyl (3-((5-methyl-7-(methylsulfonyl)-4-oxo-4,5,6,7,8,9-hexahydro-3H-pyrido[4',3':4,5]pyrrolo[2,3-d]pyridazin-3-yl)methyl)phenyl)carbamate